(2-[[2-(aminomethyl)pyridin-3-yl]oxy]ethyl)-N-methylcarbamic acid tert-butyl ester C(C)(C)(C)OC(N(C)CCOC=1C(=NC=CC1)CN)=O